C(C)OC(CCC(=O)C1=NC2=C(C=CC=C2C(=C1O)C#N)SC1=CC=CC=C1)=O 4-(4-Cyano-3-hydroxy-8-phenylsulfanyl-quinolin-2-yl)-4-oxo-butyric acid ethyl ester